8-(2,5-Difluorobenzyl)-2-(Furan-2-ylmethyl)-6-phenylimidazo[1,2-a]pyrazin-3-yl-acetat FC1=C(CC=2C=3N(C=C(N2)C2=CC=CC=C2)C(=C(N3)CC=3OC=CC3)CC(=O)[O-])C=C(C=C1)F